CN1C(C2=CC=CC=C2C1)CNC1=NC(=NC(=N1)C1=CC=C2C=NN(C2=C1)C1OCCCC1)N N4-[(2-Methylisoindolin-1-yl)methyl]-6-(1-tetrahydropyran-2-ylindazol-6-yl)-1,3,5-triazine-2,4-diamine